ClC=1C=C(C=C(C1)Cl)NC=1SC=C(N1)C=1SC=C(N1)C=1C=NC=CC1 N-(3,5-dichlorophenyl)-4-(pyridin-3-yl)-[2,4'-bithiazole]-2'-amine